(1R,5S)-3-(5-bromo-4-fluoro-3-methylpyridin-2-yl)-3-azabicyclo[3.1.0]hexan-2-one BrC=1C(=C(C(=NC1)N1C([C@@H]2C[C@@H]2C1)=O)C)F